hexacenyl-succinic anhydride C1(=CC=CC2=CC3=CC4=CC5=CC6=CC=CC=C6C=C5C=C4C=C3C=C12)C1C(=O)OC(C1)=O